CC(C(=O)N1C[C@H](CCC1)C(=O)N)CC1=CC=C2C(=CC(OC2=C1)=O)C1=C(C=CC=C1)C (3S)-1-(2-methyl-3-(2-oxo-4-(o-tolyl)-2H-chromen-7-yl)propanoyl)piperidine-3-carboxamide